(S)-2-((4-methoxybenzyl)amino)propan-2-ol COC1=CC=C(CNC(C)(C)O)C=C1